indol-2,6-dione N1C(C=C2C=CC(C=C12)=O)=O